N,N-DIALLYLAMINE C(C=C)NCC=C